fluoro-1-(oxetan-2-ylmethyl)-1H-benzo[d]imidazole-6-carboxylic acid FC1=NC2=C(N1CC1OCC1)C=C(C=C2)C(=O)O